C12CNCC(CC1)N2C=2C(=C1CN(C(C1=C(C2)F)=O)C2C(NC(CC2)=O)=O)F 3-(5-(3,8-diazabicyclo[3.2.1]octan-8-yl)-4,7-difluoro-1-oxoisoindolin-2-yl)piperidine-2,6-dione